BrC=1C=C(CCNC(=O)C2=C(N=C3SC=CN32)C3=CC=C(C=C3)Cl)C=CC1Cl N-(3-bromo-4-chlorophenethyl)-6-(4-chlorophenyl)imidazo[2,1-b]thiazole-5-carboxamide